CC1(OCC(CO1)=O)C 2,2-dimethyl-1,3-dioxane-5-one